ClC1=C2C(=NN(C2=CC=C1)S(=O)(=O)C1=CC=C(C=C1)C)N1CC(C1)(F)F 4-chloro-3-(3,3-difluoroazetidin-1-yl)-1-(p-tolylsulfonyl)indazole